O=C(CNC(C1=CC(=CC=C1)C(F)(F)F)=O)N1C2C(CC1)N(CC2)C2CCC(CC2)C2=CC=CC=C2 N-{2-oxo-2-[4-(4-phenylcyclohexyl)-octahydropyrrolo[3,2-b]pyrrol-1-yl]ethyl}-3-(trifluoromethyl)benzamide